3-(3,4-dihydroquinolin-1(2H)-yl)-6-(7,8-dimethyl-3-(trifluoromethyl)-[1,2,4]triazolo[4,3-b]pyridazin-6-yl)-5,6,7,8-tetrahydro-1,6-naphthyridine N1(CCCC2=CC=CC=C12)C=1C=NC=2CCN(CC2C1)C=1C(=C(C=2N(N1)C(=NN2)C(F)(F)F)C)C